((2-(((3S,6S,9R,10aR)-9-ethyl-3-(3-(4-methoxypyridin-3-yl)azetidine-1-carbonyl)-5-oxodecahydropyrrolo[1,2-a]azocin-6-yl)carbamoyl)benzo[b]thiophen-5-yl)fluoromethyl)phosphonic acid C(C)[C@H]1C[C@@H]2N(C([C@H](CC1)NC(=O)C1=CC3=C(S1)C=CC(=C3)C(F)P(O)(O)=O)=O)[C@@H](CC2)C(=O)N2CC(C2)C=2C=NC=CC2OC